4'-Trifluoromethylbiphenyl FC(C1=CC=C(C=C1)C1=CC=CC=C1)(F)F